2-(phenylsulfonamido)propionic acid C1(=CC=CC=C1)S(=O)(=O)NC(C(=O)O)C